S1N=CN=C1C1=CC=CC=C1C(=O)N 1,2,4-thiadiazol-5-benzamide